(1R)-2-phenyl-1-[(1S,2S,6R,8S)-2,9,9-trimethyl-3,5-dioxa-4-boratricyclo[6.1.1.0^2,6]decan-4-yl]ethan-1-amine hydrochloride Cl.C1(=CC=CC=C1)C[C@H](N)B1O[C@]2([C@@H]3C([C@H](C[C@H]2O1)C3)(C)C)C